C(N)(=O)C1=NN(C=C1N1C(SC=C1)C=1C=NNC1)C N-(3-carbamoyl-1-methyl-1H-pyrazol-4-yl)-2-(1H-pyrazol-4-yl)-1,3-thiazole